isopentenyl acetate (3-methylbut-2-en-1-yl acetate) CC(=CCCC(=O)O)C.C(C)(=O)OCCC(=C)C